N-Benzylethane-1,2-diamine C(C1=CC=CC=C1)NCCN